(2E,6E)-5-methyl-9λ3-nona-2,6-diene CC(C/C=C/C)\C=C\C[CH2]